COCC1=CC=C(C=C1)C1=CC2=C(C(N(C=C2C2=CC(N(C=C2C2=CC=CC=C2)C)=O)C)=O)N1 2-(4-(methoxymethyl)phenyl)-6-methyl-4-(1-methyl-2-oxo-5-phenyl-1,2-dihydropyridin-4-yl)-1,6-dihydro-7H-pyrrolo[2,3-c]pyridin-7-one